N-[6-(cyclopropylmethoxy)-2-[(1r,4r)-4-({4-[4-(2,6-dioxopiperidin-3-yl)-3-oxopiperazin-1-yl]piperidin-1-yl}methyl)cyclohexyl]-2H-indazol-5-yl]pyrazolo[1,5-a]pyrimidine-3-carboxamide C1(CC1)COC=1C(=CC2=CN(N=C2C1)C1CCC(CC1)CN1CCC(CC1)N1CC(N(CC1)C1C(NC(CC1)=O)=O)=O)NC(=O)C=1C=NN2C1N=CC=C2